(E)-2-(2-Ethoxy-5-((4-(2-hydroxyethyl)piperazin-1-yl)sulfonyl)phenyl)-5-ethyl-4-oxo-7-propyl-3,4-dihydropyrrolo[2,1-f][1,2,4]triazin C(C)OC1=C(C=C(C=C1)S(=O)(=O)N1CCN(CC1)CCO)C1=NN2C(C(N1)=O)=C(C=C2CCC)CC